C(C)(C)(C)OC(NC1CCN(CC1)C1=NC(=C(C(=C1C#N)CC)C#N)Cl)=O (1-(6-chloro-3,5-dicyano-4-ethylpyridin-2-yl)piperidin-4-yl)carbamic acid tert-butyl ester